N-(6-chloro-3-(1H-pyrazol-4-yl)-1H-indol-4-yl)-2,2-difluoroacetamide ClC1=CC(=C2C(=CNC2=C1)C=1C=NNC1)NC(C(F)F)=O